C=1N=CN2C1C(=CCC2)C2=CC=C(C=C2)NC(OC(C)(C)C)=O tert-butyl (4-(5,6-dihydroimidazo[1,5-a]pyridin-8-yl)phenyl)carbamate